ClCC(=O)O[C@H]1[C@H](OCC=C)O[C@H]([C@@H]([C@H]1O)OC1=C(C=CC2=CC=CC=C12)C)C allyl 2-O-chloroacetyl-4-O-(2-methylnaphthyl)-α-L-rhamnopyranoside